4-((4-cyclopropyl-2-(N-methyl-methanesulfonamido)-phenyl)amino)-N-ethoxy-6-((6-fluoro-2-methyl-pyridin-3-yl)amino)nicotinamide C1(CC1)C1=CC(=C(C=C1)NC1=CC(=NC=C1C(=O)NOCC)NC=1C(=NC(=CC1)F)C)N(S(=O)(=O)C)C